5-bromo-N-tert-butyl-2-[2-(2-trimethylsilylethynyl)phenyl]naphthalene-1-carboxamide BrC1=C2C=CC(=C(C2=CC=C1)C(=O)NC(C)(C)C)C1=C(C=CC=C1)C#C[Si](C)(C)C